CN(C1=CC(=CC(=C1)C1=CC=2C(=NC=CC2Cl)N1)OCC1=CC=CC=C1)CCOC methyl-3-(benzyloxy)-5-(4-chloro-1H-pyrrolo[2,3-b]pyridin-2-yl)-N-(2-methoxyethyl)aniline